(3-bromo-1H-1,2,4-triazol-5-yl)-3-(o-tolyl)propane-1,3-dione BrC1=NNC(=N1)C(CC(=O)C1=C(C=CC=C1)C)=O